O=C1CC[C@@H](CN1)C(=O)O (3S)-6-oxopiperidine-3-carboxylic acid